FC(C(C[NH-])(C)O)(F)F (3,3,3-trifluoro-2-hydroxy-2-methyl-propyl)-amide